FC(F)(F)C1=NC2=C3N=CC=CC3=CC=C2C=C1 trifluoromethyl-(1,10-phenanthroline)